7-chloro-1-methyl-9H-pyrido[3,4-b]indole ClC1=CC=C2C3=C(NC2=C1)C(=NC=C3)C